(5-sulfamoylpyridin-3-yl)boronic acid S(N)(=O)(=O)C=1C=C(C=NC1)B(O)O